ClCC(=O)C1=NC=C(C=C1)OC1CCOCC1 2-chloro-1-(5-((tetrahydro-2H-pyran-4-yl)oxy)pyridin-2-yl)ethanone